5-ethyl-N5-(2-methoxyethyl)pyridin-2,5-diamine C(C)C1(CC=C(N=C1)N)NCCOC